B([O-])(O)O.C(C=C)C(C(=O)O)C(=O)O.C(C=C)C(C(=O)O)C(=O)O.[Li+] lithium bis(allyl malonate) borate